C(OCC1C(C1)(F)F)(ON1C(CCC1=O)=O)=O (2,2-difluorocyclopropyl)methyl 2,5-dioxopyrrolidin-1-yl carbonate